C(C)(=O)OOC(C)(C)C tertiary-butyl peroxyacetate